C=C(CCO)C=C=CCC 3-methyleneocta-4,5-dien-1-ol